2-((3-(2-(diethylamino)ethyl)-1H-indol-5-yl)oxy)-6-(hydroxymethyl)tetrahydro-2H-pyran-3,4,5-triol C(C)N(CCC1=CNC2=CC=C(C=C12)OC1OC(C(C(C1O)O)O)CO)CC